1,1,1,3,3,3-Hexafluoropropan-2-yl (R)-1-(methyl(pyridin-3-yl)carbamoyl)-6-azaspiro[2.5]octan-6-carboxylat CN(C(=O)[C@@H]1CC12CCN(CC2)C(=O)OC(C(F)(F)F)C(F)(F)F)C=2C=NC=CC2